3-chloro-2-[(12aR)-10-chloro-7,8-difluoro-1,2,3,4,12,12a-hexahydro-6H-pyrazino[2,1-c][1,4]benzooxazepin-9-yl]phenol ClC=1C(=C(C=CC1)O)C1=C(C2=C(CN3[C@@H](CO2)CNCC3)C(=C1F)F)Cl